NC1=NC=C2N(C(N(C2=N1)C1CCOCC1)=O)C 2-amino-7-methyl-9-(tetrahydro-2H-pyran-4-yl)-7,9-dihydro-8H-purin-8-one